Methyl (2E)-3-{4-[(3-tert-butyl-4-methoxyphenyl)carbonyl]phenyl}prop-2-Enoat C(C)(C)(C)C=1C=C(C=CC1OC)C(=O)C1=CC=C(C=C1)/C=C/C(=O)OC